1-(5-(2-(1H-Tetrazol-5-yl)phenyl)-1-methylisoindolin-2-yl)pentan-1-one N1N=NN=C1C1=C(C=CC=C1)C=1C=C2CN(C(C2=CC1)C)C(CCCC)=O